Tert-butyl [(3R,6S)-6-vinyltetrahydro-2H-pyran-3-yl]carbamate C(=C)[C@@H]1CC[C@H](CO1)NC(OC(C)(C)C)=O